COC(C(/C(=C/N(C)C)/[N+](=O)[O-])=O)=O (Z)-4-(dimethylamino)-3-nitro-2-oxobut-3-enoic acid methyl ester